P(O)(O)(O)=O.FC(C=1C=C(C=C(C1)C(F)(F)F)C1=C(C2=CC=CC=C2C=C1)C1=CC=CC2=CC=CC=C12)(F)F 3,5-bistrifluoromethylphenyl-binaphthyl-phosphoric acid